6-(1-methyl-1H-pyrazol-4-yl)-1-(1-(quinolin-6-yl)ethyl)-1H-imidazo[4,5-b]pyrazin-2-ol CN1N=CC(=C1)C1=CN=C2C(=N1)N(C(=N2)O)C(C)C=2C=C1C=CC=NC1=CC2